pentamethylcyclopentadienyl(1-ethyl-1,5,6,7-tetrahydro-s-indacenyl)hafnium CC1=C(C(=C(C1([Hf]C1(C=CC2=CC=3CCCC3C=C12)CC)C)C)C)C